COC1=CC=C(C=C1)C1=NOC=C1 3-(4-methoxyphenyl)-isoxazole